C(C)(C)(C)C1=CC=C(C=C1)C(CC(=O)C1=CC=C(C=C1)OC)=O (4-tert-butylphenyl)-3-(4-methoxyphenyl)propane-1,3-dione